tert-butyl 4-[2-[4-(5-carbamoyl-1-methyl-indazol-7-yl)oxy-3-fluoro-phenoxy]ethoxy]piperidine-1-carboxylate C(N)(=O)C=1C=C2C=NN(C2=C(C1)OC1=C(C=C(OCCOC2CCN(CC2)C(=O)OC(C)(C)C)C=C1)F)C